FC(C=1N=NN(C1)C1=CC=C(C(=C1CNC(=O)C=1C(=NN(C1)CC=1C=C2CCN(CC2=CC1)C)COC)F)OC)F N-({6-[4-(difluoromethyl)-1,2,3-triazol-1-yl]-2-fluoro-3-methoxyphenyl}methyl)-3-(methoxymethyl)-1-[(2-methyl-3,4-dihydro-1H-isoquinolin-6-yl)methyl]pyrazole-4-carboxamide